acryloyloxy-propanol C(C=C)(=O)OC(CC)O